CC1=NC=CN=C1[Sn](CCCC)(CCCC)CCCC 2-methyl-3-(tributyl-stannyl)pyrazine